CC1N(SC=2N(C1C(=O)OC[C@@H]1[C@H]([C@H]([C@@H](O1)C1=CN(C(=O)NC1=O)CCCCCN)O)O)C(C(=C(C2C2=CC(=CC=C2)C(F)(F)F)CC2=CC=CC1=CC=CC=C21)C=C)=O)CCC 1-(5-amino-pentyl)pseudouridine Methyl-8-(naphthalen-1-ylmethyl)-6-oxo-2-propyl-9-(3-(trifluoromethyl)phenyl)-7-vinyl-3,4-dihydro-2H,6H-pyrido[1,2-e][1,2,5]thiadiazine-4-carboxylate